COC=1C=C(C=2N(C1)N=C(C2)C=2N=C1SC(=NN1C2)OC)O 6-methoxy-2-(2-methoxyimidazo[2,1-b][1,3,4]thiadiazol-6-yl)pyrazolo[1,5-a]pyridin-4-ol